CC(=O)N[C@@H]1[C@H](C[C@@](O[C@H]1[C@@H]([C@@H](CO)O)O)(C(=O)O)O[C@H]2[C@H]([C@H](O[C@H]([C@@H]2O)O[C@@H]3[C@H]([C@@H](O[C@@H]([C@H]3O)CO)O[C@H]4[C@H]([C@H](O[C@H]([C@@H]4O)O[C@@H]5[C@H](O[C@H]([C@@H]([C@H]5O)NC(=O)C)O)CO)CO)O)NC(=O)C)CO)O)O The molecule is an amino pentasaccharide consisting of a linear sequence of N-acetyl-alpha-neuraminyl, beta-D-galactosyl, N-acetyl-beta-DD-glucosaminyl, beta-D-galactosyl and N-acetyl-beta-DD-glucosamine residues linked respectively (2->3), (1->3), (1->3) and (1->4). It has a role as an epitope. It is an amino pentasaccharide and a glucosamine oligosaccharide.